C(#N)C1=CC(=C(COC2=CC=CC(=N2)N2C3CC3C(CC2)CC2=NC3=C(N2CC2=CN=CS2)C=C(C=C3)C(=O)OC)C=C1)F Methyl 2-((2-(6-((4-cyano-2-fluorobenzyl)oxy)pyridin-2-yl)-2-azabicyclo[4.1.0]heptan-5-yl)methyl)-1-(thiazol-5-ylmethyl)-1H-benzo[d]imidazole-6-carboxylate